CC(C(=O)C1=C(C=C(C(=C1)Br)F)O)C methyl-1-(5-bromo-4-fluoro-2-hydroxyphenyl)propan-1-one